2-amino-6-methoxyphenol NC1=C(C(=CC=C1)OC)O